OCCN(C)CCCC(=O)OCCN(CCCCCCCC(=O)OC(CCCCCCCC)CCCCCCCC)CCCCCCCC(=O)OCCCCCCCCC(C)C 1-octylnonyl 8-[(2-{4-[(2-hydroxyethyl)-N-methylamino]butyroxy} ethyl)[7-(9-methyldecyloxycarbonyl)heptyl]amino]octanoate